C(C1=CC=CC=C1)OC1CC(C1)C1=CC(=CC(=C1)OC)OC 1-(3-(benzyloxy)cyclobutyl)-3,5-dimethoxybenzene